N1C=C(C2=C1CNC=C2)C=O 6,7-dihydro-1H-pyrrolo[2,3-c]pyridine-3-carbaldehyde